bis(3,5-dimethyl-4-hydroxyphenyl) ether CC=1C=C(C=C(C1O)C)OC1=CC(=C(C(=C1)C)O)C